NC(CN1CCN(CC1)C(=O)OC(C)(C)C)C1=CC=C(C=C1)Cl tert-butyl 4-[2-amino-2-(4-chlorophenyl)ethyl]piperazine-1-carboxylate